ClC1=C(C(=CC(=C1)Cl)F)NC=1N(C2=NC(=NC=C2N1)N[C@H]1C[C@@H](CC1)O)C1CCC(CC1)C(=O)N (1S,4s)-4-(8-(2,4-dichloro-6-fluorophenylamino)-2-((1R,3R)-3-hydroxycyclopentylamino)-9H-purin-9-yl)cyclohexanecarboxamide